NC=1N=NC(=CC1N1CC2CCC(C1)N2C2=NC=C(C=N2)C=O)C2=C(C=CC=C2)O 2-[3-[3-amino-6-(2-hydroxyphenyl)pyridazin-4-yl]-3,8-diazabicyclo[3.2.1]octan-8-yl]pyrimidine-5-carbaldehyde